3-formyl-4-oxo-1-(pyrimidin-5-ylmethyl)-4H-pyrido[1,2-a]pyrimidinium C(=O)C1=C[N+](=C2N(C1=O)C=CC=C2)CC=2C=NC=NC2